C(C)(C)(C)OC(NC=1C(N(C=CC1)[C@H](C(=O)N[C@@H](C[C@H]1C(NCC1)=O)C(C(=O)NC1CC1)=O)CC1CCCCC1)=O)=O Tert-butyl(1-((S)-3-cyclohexyl-1-(((S)-4-(cyclopropylamino)-3,4-dioxo-1-((S)-2-oxopyrrolidin-3-yl)butan-2-yl)amino)-1-oxopropan-2-yl)-2-oxo-1,2-dihydropyridin-3-yl)carbamat